Ethyl rac-2-diazo-3-((1R,2R)-3,3-difluoro-2-hydroxy-2-methylcyclopentyl)-3-oxopropanoate [N+](=[N-])=C(C(=O)OCC)C(=O)[C@H]1[C@@](C(CC1)(F)F)(C)O |r|